C1(CC1)CN1CC[C@]23CCN(CC[C@]2([C@H]1CC1=CC=C(C=C13)O)O)C(CCN1N=CC(=C1)C(F)(F)F)=O 1-((5aS,6R,11bR)-14-(cyclopropylmethyl)-5a,10-dihydroxy-1,2,5,5a,6,7-hexahydro-6,11b-(epiminoethano)naphtho[1,2-d]azepin-3(4H)-yl)-3-(4-(trifluoromethyl)-1H-pyrazol-1-yl)propan-1-one